bis(5-cyclohexyl-4-hydroxy-3-methylphenyl)-3-hydroxyphenyl-methane C1(CCCCC1)C=1C(=C(C=C(C1)C(C1=CC(=CC=C1)O)C1=CC(=C(C(=C1)C1CCCCC1)O)C)C)O